Cl.CN(C(N)=O)C N',N'-dimethylurea hydrochloride